1-(5-(4-amino-6-(trifluoromethyl)nicotinoyl)-2-(3-cyclopentylbicyclo[1.1.1]pentan-1-yl)-2,3,4,5,5a,6,8,9-octahydro-7H-1,2,5,7-tetraazabenzo[cd]azulen-7-yl)prop-2-en-1-one NC1=CC(=NC=C1C(=O)N1CCC=2N(N=C3CCN(CC1C23)C(C=C)=O)C23CC(C2)(C3)C3CCCC3)C(F)(F)F